CN(C1=CC(=CC=C1)CC)C N,N-dimethyl-m-ethylbenzeneamine